1-bromo-4,5-dichloro-3-fluoro-2-(prop-2-en-1-yloxy)benzene BrC1=C(C(=C(C(=C1)Cl)Cl)F)OCC=C